C(#N)[C@H]1[C@@H](COCC1)N1N=C(C(=C1)C(=O)N)NC1=CC(=C(C=C1)OCOCC[Si](C)(C)C)C#C 1-(trans-4-cyanotetrahydro-2H-pyran-3-yl)-3-[3-ethynyl-4-(2-trimethylsilyl-ethoxymethoxy)anilino]pyrazole-4-carboxamide